OCCOC(NS(=O)(=O)C=1SC(=C(C1C1=CC=C(C=C1)CN1C(=NC=C1)C(F)(F)F)C)CC(C)C)=O (5-isobutyl-4-methyl-3-(4-((2-(trifluoromethyl)-1H-imidazol-1-yl)methyl)phenyl)thiophene-2-yl)sulfonylcarbamic acid-2-hydroxyethyl ester